N1CCC(CC1)C=1N=C(C2=C(N1)NC=C2)N (piperidin-4-yl)-7H-pyrrolo[2,3-d]pyrimidin-4-amine